S(=O)(=O)([O-])S(=O)[O-].[Na+].[Na+] sodium metabisulphite salt